N-[5-(2,2-difluoroethyl)-4-methoxy-pyrimidin-2-yl]-6-(difluoromethoxy)-1H-indole-3-sulfonamide FC(CC=1C(=NC(=NC1)NS(=O)(=O)C1=CNC2=CC(=CC=C12)OC(F)F)OC)F